C(C)(C)(C)OC(=O)[C@](N(C(=O)OC(C)(C)C)C(=O)OC(C)(C)C)(CCCNC(N)=N)C(=O)O Tri(tert-butyloxycarbonyl)-L-arginine